N-methyl-5-(4-(3-(5-oxo-3-(trifluoromethyl)-5,6-dihydroimidazo[1,2-c]pyrimidin-7-yl)pyrrolidin-1-yl)piperidin-1-yl)picolinamide CNC(C1=NC=C(C=C1)N1CCC(CC1)N1CC(CC1)C1=CC=2N(C(N1)=O)C(=CN2)C(F)(F)F)=O